C(C(C)C)OC(C(CC(=O)OCC(C)C)CC1CCCCC1)=O cyclohexylmethylsuccinic acid diisobutyl ester